3-methyl-5-pyrazolone CC1=NNC(C1)=O